N1(C=NC=C1)CC1=C(C(=C(C(=C1C)CN1C=NC=C1)C)CN1C=NC=C1)C 1,3,5-tris(N-imidazolylmethyl)-2,4,6-trimethylbenzene